anti-phthalate C(C=1C(C(=O)[O-])=CC=CC1)(=O)[O-]